ClC=1C=C(C(=O)NC2=NC=C(C=C2)C2(CCC2)C=2NC3=CC4=C(NC(CO4)=O)C=C3N2)C=CC1 3-chloro-N-{5-[1-(7-oxo-3,6,7,8-tetrahydroimidazo[4,5-g][1,4]benzoxazin-2-yl)cyclobutyl]pyridin-2-yl}benzamide